NC1=NC=2C3=C(C(CC2C=N1)(C)C)C(=NN3)C(=O)NC=3C=C(C=CC3)CC(=O)O (3-{[(8-amino-4,4-dimethyl-4,5-dihydro-1H-pyrazolo[4,3-H]quinazolin-3-yl)carbonyl]amino}phenyl)acetic acid